(2S,4R)-1-[(2S)-2-(4-cyclopropyltriazol-1-yl)-3,3-dimethyl-butanoyl]-N-(6,7-dihydro-5H-cyclopenta[c]pyridin-4-ylmethyl)-4-hydroxy-pyrrolidine-2-carboxamide C1(CC1)C=1N=NN(C1)[C@H](C(=O)N1[C@@H](C[C@H](C1)O)C(=O)NCC=1C2=C(C=NC1)CCC2)C(C)(C)C